C(C)O\N=C(/N)\C1=NC(=C(C=C1)CS(=O)(=O)C)C1=NNN=C1C (Z)-N'-ethoxy-6-(5-methyl-2H-1,2,3-triazol-4-yl)-5-(methylsulfonyl)methylpyridineamidine